2-methyl-6-(tributylstannyl)pyridin-3-amine CC1=NC(=CC=C1N)[Sn](CCCC)(CCCC)CCCC